N-(2-((7-(2,6-dichloro-3,5-dimethoxyphenyl)-5-((3,3-difluorocyclopentyl)amino)-2,6-naphthyridin-3-yl)amino)-3-methylphenyl)acrylamide ClC1=C(C(=C(C=C1OC)OC)Cl)C1=NC(=C2C=C(N=CC2=C1)NC1=C(C=CC=C1C)NC(C=C)=O)NC1CC(CC1)(F)F